tert-butyl (R)- or (S)-3-morpholino-1-oxa-8-azaspiro[4.5]decane-8-carboxylate O1CCN(CC1)[C@H]1COC2(C1)CCN(CC2)C(=O)OC(C)(C)C |o1:6|